FC(C1CN(C1)C1CC2(CN(C2)C(=O)OC(C)(C)C)C1)(F)F tert-butyl 6-[3-(trifluoromethyl)azetidin-1-yl]-2-azaspiro[3.3]heptane-2-carboxylate